1,3-bis(1,2,3,5,6,7-hexahydro-s-indacen-4-yl)urea C1CCC2=C(C=3CCCC3C=C12)NC(=O)NC1=C2CCCC2=CC=2CCCC12